NC1=CC(=C(C(=O)NC=2C=C3C(=C(N2)N2CCC(CC2)(F)F)OC=C3)C=C1)N1CCC(CC1)=C(F)F 4-Amino-2-(4-(difluoromethylene)piperidin-1-yl)-N-(7-(4,4-difluoropiperidin-1-yl)furano[2,3-c]pyridin-5-yl)benzamide